Perfluoro-tripentylamine FC(C(C(C(C(F)(F)F)(F)F)(F)F)(F)F)(N(C(C(C(C(C(F)(F)F)(F)F)(F)F)(F)F)(F)F)C(C(C(C(C(F)(F)F)(F)F)(F)F)(F)F)(F)F)F